4-(4-(2-(4-cyanophenyl)-2-oxoacetyl)-3-hydroxy-5-methoxy-1-(4-methoxyphenyl)-1H-indol-2-yl)benzonitrile C(#N)C1=CC=C(C=C1)C(C(=O)C1=C2C(=C(N(C2=CC=C1OC)C1=CC=C(C=C1)OC)C1=CC=C(C#N)C=C1)O)=O